C(\C=C\C1=CC(OC)=C(O)C=C1)=O coniferaldehyde